p-tolylsulfone C1(=CC=C(C=C1)S(=O)(=O)C1=CC=C(C=C1)C)C